N-(2-cyclopropyl-4-fluorophenyl)-N-(7-nitrobenzo[c][1,2,5]oxadiazol-4-yl)cyclobutanamide C1(CC1)C1=C(C=CC(=C1)F)N(C(=O)C1CCC1)C1=CC=C(C2=NON=C21)[N+](=O)[O-]